N'-(triphenylmethyl)-L-asparagine C1(=CC=CC=C1)C(NC(C[C@H](N)C(=O)O)=O)(C1=CC=CC=C1)C1=CC=CC=C1